Cl.C(C1=CC=CC=C1)N1CCC(CC1)NC(CC)=O N-(1-benzylpiperidin-4-yl)propanamide hydrochloride